di(2,5,8,11-tetraoxatridecan-13-yl) (((5'-methyl-4-pentyl-1',2',3',4'-tetrahydro-[1,1'-biphenyl]-2,6-diyl)bis(oxy))bis(methylene))bis(methylcarbamate) CC=1CCCC(C1)C1=C(C=C(C=C1OCN(C(OCCOCCOCCOCCOC)=O)C)CCCCC)OCN(C(OCCOCCOCCOCCOC)=O)C